N1=CC=C(C=C1)CN1C(=CC=C1)C(=O)O 1-(pyridin-4-ylmethyl)pyrrole-2-carboxylic acid